4-((S)-2-((S)-2-amino-3-methylbutanamido)-5-ureidopentanamido)benzyl 6-methyl-3-phenyl-1,2,4,5-tetrazine-1(4H)-carboxylate CC1=NNC(=NN1C(=O)OCC1=CC=C(C=C1)NC([C@H](CCCNC(=O)N)NC([C@H](C(C)C)N)=O)=O)C1=CC=CC=C1